2-(4-(3-amino-6-(2-hydroxyphenyl)pyridazin-4-yl)piperazin-1-yl)-N-methylacetamide NC=1N=NC(=CC1N1CCN(CC1)CC(=O)NC)C1=C(C=CC=C1)O